8-(4-chloro-2-fluoro-phenyl)-6-[(2R)-2-(1-cyclopropylpyrazol-4-yl)morpholin-4-yl]-2,3-dimethyl-pyrido[3,4-d]pyrimidin-4-one ClC1=CC(=C(C=C1)C1=NC(=CC2=C1N=C(N(C2=O)C)C)N2C[C@H](OCC2)C=2C=NN(C2)C2CC2)F